ClC1=CC(=C(COC2=CC=CC(=N2)C2CCN(CC2)CC2=NC3=C(N2C)C=C(C=C3OCC(F)(F)F)C(=O)O)C=C1)F 2-((4-(6-((4-Chloro-2-fluorobenzyl)oxy)pyridin-2-yl)piperidin-1-yl)methyl)-1-methyl-4-(2,2,2-trifluoroethoxy)-1H-benzo[d]imidazole-6-carboxylic acid